(S)-2-(2-(2-ethoxy-2-oxoacetyl)hydrazine-1-carbonyl)pyrrolidine-1-carboxylic acid tert-butyl ester C(C)(C)(C)OC(=O)N1[C@@H](CCC1)C(=O)NNC(C(=O)OCC)=O